2-(2,6-dioxopiperidin-3-yl)-5-(9-((1-(5-methoxy-2-(1-methyl-1H-pyrazol-4-yl)-4-nitrophenyl)piperidin-4-yl)methyl)-3,9-diazaspiro[5.5]undecan-3-yl)isoindoline-1,3-dione O=C1NC(CCC1N1C(C2=CC=C(C=C2C1=O)N1CCC2(CC1)CCN(CC2)CC2CCN(CC2)C2=C(C=C(C(=C2)OC)[N+](=O)[O-])C=2C=NN(C2)C)=O)=O